1,4-bis(5-trifluoromethyl-3,4-dicarboxyphenoxy)trifluoromethylbenzene FC(C=1C(=C(C=C(OC2=C(C=C(C=C2)OC2=CC(=C(C(=C2)C(F)(F)F)C(=O)O)C(=O)O)C(F)(F)F)C1)C(=O)O)C(=O)O)(F)F